C(C)(C)(C)OC(N[C@H]1CN(CCC1)C=1C2=C(N=C(N1)SC)C(=C(N=C2Cl)Cl)F)=O (R)-(1-(5,7-dichloro-8-fluoro-2-(methylthio)pyrido[4,3-d]pyrimidin-4-yl)piperidin-3-yl)carbamic acid tert-butyl ester